(3S)-N-[5-(2-chloro-6-methyl-4-pyridinyl)-4-(3-cyanophenyl)thiazol-2-yl]-3-(1-hydroxy-1-methyl-ethyl)piperazine-1-carboxamide ClC1=NC(=CC(=C1)C1=C(N=C(S1)NC(=O)N1C[C@H](NCC1)C(C)(C)O)C1=CC(=CC=C1)C#N)C